2-dimethylaminopyrazin CN(C1=NC=CN=C1)C